2-(3,5-dichloro-4-((4-isopropyl-5-oxo-4,5-dihydro-1,3,4-oxadiazol-2-yl)methyl)phenyl)-6-(hydroxymethyl)-1,2,4-triazine-3,5(2H,4H)-dione ClC=1C=C(C=C(C1CC=1OC(N(N1)C(C)C)=O)Cl)N1N=C(C(NC1=O)=O)CO